3-(2-(ethyl(methyl)amino)ethyl)-1-methyl-1H-indol-4-ol hydrochloride Cl.C(C)N(CCC1=CN(C=2C=CC=C(C12)O)C)C